O[C@@H]1CN(CC1)C1=C(C=C(C=C1)S(=O)(=O)N1[C@@H](CC1)C(=O)OC)C=1N(C2=CC=CC=C2C1)C(=O)OC(C)(C)C tert-butyl 2-(2-((S)-3-hydroxypyrrolidin-1-yl)-5-(((S)-2-(methoxycarbonyl)azetidin-1-yl)sulfonyl)phenyl)-1H-indole-1-carboxylate